N,N'-bis(bromoacetyl)-1,2-ethylenediamine BrCC(=O)NCCNC(CBr)=O